CC(CN1C(N(C(C1=O)=O)C1CC2(CC(C2)OC2=NC=CC=C2C(=O)N)C1)=O)C 2-{[(αr)-6-[3-(2-methylpropyl)-2,4,5-trioxoimidazolidin-1-yl]spiro[3.3]heptan-2-yl]oxy}pyridine-3-carboxamide